COC(CC=1C(N(C2=CC=CC(=C2C1C)Br)COCC[Si](C)(C)C)=O)=O.COC1=C(C=CC(=C1)OC)C=COC 2,4-dimethoxy-1-(2-methoxyvinyl)benzene methyl-2-(5-bromo-4-methyl-2-oxo-1-{[2-(trimethylsilyl)ethoxy]methyl}quinolin-3-yl)acetate